CC1=NC(=CC(=C1)C1=C(C2=C(N=CC3=C2N(C(NC3)=O)C3CC(C3)NC(OC)=O)N1)C=1C=C3C=NN(C3=CC1)C(C)C)C methyl ((1r,3r)-3-(8-(2,6-dimethylpyridin-4-yl)-9-(1-isopropyl-1H-indazol-5-yl)-2-oxo-2,3,4,7-tetrahydro-1H-pyrrolo[3',2':5,6]pyrido[4,3-d]pyrimidin-1-yl)cyclobutyl)carbamate